BrC=1C(=NC(=NC1)NC1=CC(=C(C=C1OC)N1CCN(CC1)CC=1C=C2CN(C(C2=CC1)=O)C1C(NC(CC1)=O)=O)C)NC=1C(=C2N=CC=NC2=CC1)P(=O)(C)C 3-(5-((4-(4-((5-bromo-4-((5-(dimethylphosphoryl)quinoxalin-6-yl)amino)pyrimidin-2-yl)amino)-5-methoxy-2-methylphenyl)piperazin-1-yl)methyl)-1-oxoisoindolin-2-yl)piperidine-2,6-dione